N-(2-((2S)-4,4-difluoro-2-(1-hydroxy-2-(naphthalen-2-ylamino)-2-oxoethyl)pyrrolidin-1-yl)-2-oxoethyl)-6-(3-(piperidin-1-yl)propoxy)quinoline-4-carboxamide FC1(C[C@H](N(C1)C(CNC(=O)C1=CC=NC2=CC=C(C=C12)OCCCN1CCCCC1)=O)C(C(=O)NC1=CC2=CC=CC=C2C=C1)O)F